CN1CC(C1)(C)[C@@](C=1C=C(C=NC1)N1C(OC2(CC2)C1)=O)(C1=CC=C(C=C1)C(C)C)O 6-{5-[(R)-(1,3-dimethyl-azetidin-3-yl)-hydroxy-(4-isopropyl-phenyl)-methyl]-pyridin-3-yl}-4-oxa-6-aza-spiro[2.4]heptan-5-one